lithium sulfimide salt [SH2]=N.[Li]